Yttrium-Gadolinium-Aluminium [Al].[Gd].[Y]